C(C)(C)(C)C=1N(C=CN1)CC1=C(C=C(C=C1)C=1C(=CC=C(C1)CC(C)C)S(=O)(=O)NC=1SC=CN1)F 4'-((2-(Tert-butyl)-1H-imidazol-1-yl)methyl)-3'-fluoro-5-isobutyl-N-(thiazol-2-yl)-[1,1'-biphenyl]-2-sulfonamide